OC1=NC(=NC2=C(C=C(C=C12)C)C(C)=O)N1CCCCC1 1-[4-hydroxy-6-methyl-2-(1-piperidyl)quinazolin-8-yl]ethanone